O[C@@]1(CC[C@@H]2[C@H]3CC[C@@]4([C@H](C[C@H]([C@H]4[C@@H]3CC[C@@H]2C1)C)C(CN1N=C(C=C1C#N)C#N)=O)C)C 1-(2-((3R,5R,8R,9R,10S,13S,14S,15R,17S)-3-Hydroxy-3,13,15-trimethylhexadecahydro-1H-cyclopenta[a]phenanthren-17-yl)-2-oxoethyl)-1H-pyrazole-3,5-dicarbonitrile